2-(((1R)-1-(2-cyano-3-(3-methoxypyrrolidin-1-yl)-7-methylquinoxalin-5-yl)ethyl)amino)benzoic acid C(#N)C1=NC2=CC(=CC(=C2N=C1N1CC(CC1)OC)[C@@H](C)NC1=C(C(=O)O)C=CC=C1)C